CC(C)(OC(NCCOCCOCCNCC(=O)OCC)=O)C ethyl (2,2-dimethyl-4-oxo-3,8,11-trioxa-5-azatridecan-13-yl)glycinate